3-bromo-2-[4-(1,3,4-thiadiazol-2-yl)piperidin-1-yl]benzonitrile BrC=1C(=C(C#N)C=CC1)N1CCC(CC1)C=1SC=NN1